C(CC)[Si](OCCC)(CCC)CCC trin-propyl-monon-propoxysilane